C(C)(C)(C)OC(NCC1=NC=C(C=C1S(=O)(=O)C)Cl)=O ((5-chloro-3-(methylsulfonyl)pyridin-2-yl)methyl)carbamic acid tert-butyl ester